C(C)OC(C(O)C=1C=C2C(=NC1)N(N=C2)C2=CC(=CC=C2)C2=NN=CN2)(C)C 2-ethoxy-2-methyl-1-[1-[3-(4H-1,2,4-triazol-3-yl)phenyl]pyrazolo[3,4-b]pyridin-5-yl]propan-1-ol